CN(C1CCC(CC1)N)[C@@H]1COCC1 (S)-N1-methyl-N1-(tetrahydrofuran-3-yl)cyclohexane-1,4-diamine